C(C1=CC=CC=C1)(=O)NC(=S)NC1=CC=C(C=C1)OC N-benzoyl-N'-p-methoxyphenyl-thiourea